(4-chloro-2-cyclopropyl-6-(2-phenyl-4,6-dihydro-5H-pyrrolo[3,4-d]oxazol-5-yl)pyrimidin-5-yl)methanol ClC1=NC(=NC(=C1CO)N1CC=2N=C(OC2C1)C1=CC=CC=C1)C1CC1